2,2,3,3-tetrafluoropropionic acid ethyl ester C(C)OC(C(C(F)F)(F)F)=O